CN1CCN(CC1)C(=O)O[C@H]1/C=C/[C@@H]([C@H](OC(C[C@H](CC[C@]1(C)O)O)=O)\C(\C)=C\C=C\[C@@H](COC(=O)OC)C)C [(2S,3S,4E,6S,7S,10S)-7,10-dihydroxy-2-[(2E,4E,6S)-7-methoxycarbonyloxy-6-methylhepta-2,4-dien-2-yl]-3,7-dimethyl-12-oxo-1-oxacyclododec-4-en-6-yl] 4-methylpiperazine-1-carboxylate